5-(bromomethyl)-2-(3-fluorophenyl)-7-nitro-1H-indole BrCC=1C=C2C=C(NC2=C(C1)[N+](=O)[O-])C1=CC(=CC=C1)F